5-[1-[5-(2-bromo-1,1,2-trifluoro-ethoxy)-2,4-dimethyl-pyrazol-3-yl]pyrazol-4-yl]-2-chloro-N-(1-cyanocyclopropyl)benzamide BrC(C(OC=1C(=C(N(N1)C)N1N=CC(=C1)C=1C=CC(=C(C(=O)NC2(CC2)C#N)C1)Cl)C)(F)F)F